C1(=CC=CC=C1)N1N=C(C=C1C1=CC=CC=C1)C(=O)O 1,5-diphenylpyrazole-3-carboxylic acid